ClC=1N=C(C2=C(N1)C(=C(S2)C[C@H](CO)NC(OC(C)(C)C)=O)C)NCC=2OC=CC2 tert-Butyl N-[(1R)-1-[[2-chloro-4-(2-furylmethylamino)-7-methyl-thieno[3,2-d]pyrimidin-6-yl]methyl]-2-hydroxy-ethyl]carbamate